5-((R)-2-(2,5-difluorophenyl)pyrrolidin-1-yl)-N-(2-hydroxypropyl)pyrazolo[1,5-a]pyrimidine-3-carboxamide FC1=C(C=C(C=C1)F)[C@@H]1N(CCC1)C1=NC=2N(C=C1)N=CC2C(=O)NCC(C)O